methyl (2S)-2-(benzyloxycarbonyl amino)-3-(4-hydroxyphenyl)propanoate C(C1=CC=CC=C1)OC(=O)N[C@H](C(=O)OC)CC1=CC=C(C=C1)O